F[C@@H]1CN(CC[C@H]1O)C(=O)OCC1=CC=CC=C1 Benzyl (3R,4R)-3-fluoro-4-hydroxypiperidine-1-carboxylate